(R)-5-Carbamoyl-pyridin-3-yl 4-(2-chloro-3-(trifluoromethyl) benzyl)-2-methyl-piperazine-1-carboxylate ClC1=C(CN2C[C@H](N(CC2)C(=O)OC=2C=NC=C(C2)C(N)=O)C)C=CC=C1C(F)(F)F